6-fluoro-3-pyrazolo[1,5-a]pyrimidin-6-yl-9H-pyrido[2,3-b]indol-8-amine FC=1C=C2C3=C(NC2=C(C1)N)N=CC(=C3)C=3C=NC=1N(C3)N=CC1